chlorooctyl (trifluoromethyl) sulfide FC(F)(F)SCCCCCCCCCl